CS(=O)(=O)CCC(=O)OC1CN(C1)C=1N=C(C2=C(N1)CC[S+]2[O-])N(C2CCOCC2)C [1-[4-[methyl(tetrahydropyran-4-yl)amino]-5-oxido-6,7-dihydro-thieno[3,2-d]pyrimidin-5-ium-2-yl]azetidin-3-yl] 3-methylsulfonylpropanoate